Cl.Cl.C(CCCCCCCCCCCCC)(=O)OC[C@H](COP(=O)(O)OCC(COC(CCNCC1CC1)=O)OC(CCNCC1CC1)=O)OC(CCCCCCCCCCCCC)=O (2R)-3-(((2,3-bis((3-((cyclopropylmethyl)amino)propanoyl)oxy)propoxy)(hydroxy)phosphoryl)oxy)propane-1,2-diyl ditetradecanoate dihydrochloride